tert-butyl N-(4-methylpiperidin-4-yl)carbamate CC1(CCNCC1)NC(OC(C)(C)C)=O